BrC=1C(=NC(=NC1)NC1CCN(CC1)S(=O)(=O)CCN1C(C2=CC=CC=C2C1=O)=O)NC1=C2C(NCC2=CC=C1)=O 2-(2-((4-((5-bromo-4-((3-oxoisoindolin-4-yl)amino)pyrimidin-2-yl)amino)piperidin-1-yl)sulfonyl)ethyl)isoindoline-1,3-dione